(R)-N-(1-amino-3-mercapto-1-oxopropan-2-yl)benzamide NC([C@H](CS)NC(C1=CC=CC=C1)=O)=O